COC1=CC=C(C=C1)C=1C=C2C=NN(C2=CC1)C(CC(C)C)C1=CC=C(CNCCC(=O)O)C=C1 3-((4-(1-(5-(4-methoxyphenyl)-1H-indazol-1-yl)-3-methylbutyl)benzyl)amino)propionic acid